CS(=O)(=O)OCCN1[C@@H]2CN([C@H](C1)C2)C(=O)OC(C)(C)C tert-butyl (1S,4S)-5-[2-(methanesulfonyloxy)ethyl]-2,5-diazabicyclo[2.2.1]heptane-2-carboxylate